CC(CCC=C)CCC(CCCCC(CCCC)C)C 5,8,13-trimethyl-heptadecene